TRIMETHYLSILYLCYANIDE C[Si](C)(C)C#N